C(CCCCCCCCCCCCCCC)(=O)OC[C@@H](OC(CCCCCCC\C=C/CCCCCCCC)=O)CO 1-palmitoyl-2-Oleoyl-sn-glycerol